C(CCCCCC)C1=CC=C(NC2=CC(=C(C=3C(C4=C(C=C(C(=C4C(C23)=O)O)Br)N)=O)O)Br)C=C1 1-(4-Heptylanilino)-5-amino-4,8-dihydroxy-3,7-dibromoanthraquinone